10-(2-((1R,4R)-2-oxa-5-azabicyclo[2.2.1]heptan-5-yl)ethyl)-3,7-bis-(1H-pyrazolo[3,4-c]pyridin-4-yl)-10H-phenoxazine [C@H]12OC[C@H](N(C1)CCN1C3=CC=C(C=C3OC=3C=C(C=CC13)C1=C3C(=CN=C1)NN=C3)C3=C1C(=CN=C3)NN=C1)C2